NC1=C(C=C(C=N1)C=1C=NN(C1)C1CCN(CC1)CC=1C=C(C=CC1)NC1C(NC(CC1)=O)=O)O[C@H](C)C1=C(C(=CC=C1Cl)F)Cl 3-((3-((4-(4-(6-amino-5-((R)-1-(2,6-dichloro-3-fluorophenyl)ethoxy)pyridin-3-yl)-1H-pyrazol-1-yl)piperidin-1-yl)methyl)phenyl)amino)piperidine-2,6-dione